C(C)(C)(C)O[Zr](C(CC(=O)COCC)=O)(C(CC(=O)COCC)=O)(OC(C)(C)C)OC(C)(C)C tri-t-butoxybis(ethoxyacetoacetyl)zirconium